2-[3-(4-isoquinolinyl)-2,4-dioxo-1H-quinazolin-7-yl]-4-methoxy-benzonitrile C1=NC=C(C2=CC=CC=C12)N1C(NC2=CC(=CC=C2C1=O)C1=C(C#N)C=CC(=C1)OC)=O